tert-butyl 2-methyl-5-nitro-1H-pyrrolo[2,3-b]pyridine-1-carboxylate CC1=CC=2C(=NC=C(C2)[N+](=O)[O-])N1C(=O)OC(C)(C)C